(S)-2-(8-(5-(1,2,3,6-tetrahydropyridin-4-yl)pyrimidin-2-yl)-6,6a,7,8,9,10-hexahydro-5H-pyrazino[1',2':4,5]pyrazino[2,3-c]pyridazin-2-yl)phenol N1CCC(=CC1)C=1C=NC(=NC1)N1C[C@H]2N(C=3C(=NN=C(C3)C3=C(C=CC=C3)O)NC2)CC1